(2-((5-chloro-4-(5,5-dimethyl-5,6-dihydro-4H-pyrrolo[1,2-b]pyrazol-3-yl)pyridin-2-yl)amino)-2-oxoethyl)cyclopentane-1-carboxylic acid methyl ester COC(=O)C1(CCCC1)CC(=O)NC1=NC=C(C(=C1)C1=C2N(N=C1)CC(C2)(C)C)Cl